tert-butyl (2-((2-(N,N-bis(4-methoxybenzyl)sulfamoyl)-4-(2-carbamoylbenzo[d]thiazol-4-yl)-3-(2-(4-methoxybenzyl)-2H-tetrazol-5-yl)phenyl)sulfonyl)ethyl)carbamate COC1=CC=C(CN(S(=O)(=O)C2=C(C=CC(=C2C=2N=NN(N2)CC2=CC=C(C=C2)OC)C2=CC=CC3=C2N=C(S3)C(N)=O)S(=O)(=O)CCNC(OC(C)(C)C)=O)CC3=CC=C(C=C3)OC)C=C1